ClC=1C(=CC=C2N=CC(=NC12)C=1C=NN(C1)CCN1CC(C1)O)OC1=CC2=C(N=C(N2COCC[Si](C)(C)C)C)C=C1 1-[2-[4-[8-chloro-7-[2-methyl-3-(2-trimethylsilylethoxymethyl)benzimidazol-5-yl]oxy-quinoxalin-2-yl]pyrazol-1-yl]ethyl]azetidin-3-ol